3-(3-((3-(3-((4-Methyl-1H-indol-5-yl)oxy)phenyl)-1H-pyrazol-1-yl)methyl)phenyl)propan-1-ol CC1=C2C=CNC2=CC=C1OC=1C=C(C=CC1)C1=NN(C=C1)CC=1C=C(C=CC1)CCCO